BrC1=CC=C(C=C1)C(C(F)(F)F)NC 1-(4-bromophenyl)-2,2,2-trifluoro-N-methylethan-1-amine